CO[C@H]1CC[C@H](CC1)N1CC(NC2=NC=C(N=C21)C=2C(=NC(=CC2)C2=NN=CN2C2OCCCC2)C)=O 4-((cis)-4-methoxycyclohexyl)-6-(2-methyl-6-(4-(tetrahydro-2H-pyran-2-yl)-4H-1,2,4-triazol-3-yl)pyridin-3-yl)-3,4-dihydropyrazino[2,3-b]Pyrazin-2(1H)-one